4-[2-(5-bromo-2-thienyl)ethyl]-1H-1,2,4-triazol-5-one BrC1=CC=C(S1)CCN1C=NNC1=O